calcium 6-methyl-5,8-dioxo-3,4,5,6,7,8-hexahydro-2H-chromene-6-sulfonate CC1(C(C=2CCCOC2C(C1)=O)=O)S(=O)(=O)[O-].[Ca+2].CC1(C(C=2CCCOC2C(C1)=O)=O)S(=O)(=O)[O-]